(3-hexadecanoyloxy-2-hydroxy-propyl) hexadecanoate C(CCCCCCCCCCCCCCC)(=O)OCC(COC(CCCCCCCCCCCCCCC)=O)O